(1-((2-aminoethyl)amino)-3-methyl-1-oxobutan-2-yl)carbamic acid tert-butyl ester C(C)(C)(C)OC(NC(C(=O)NCCN)C(C)C)=O